2-[(2'R,4S)-2'-fluoro-6-iodo-1-oxospiro[3H-isoquinoline-4,1'-cyclopropane]-2-yl]-N-pyrimidin-2-ylacetamide F[C@H]1[C@]2(C1)CN(C(C1=CC=C(C=C12)I)=O)CC(=O)NC1=NC=CC=N1